(R)-4-(1-aminoethyl)N-1H-pyrrolo[2,3-b]pyridin-4-ylbenzamide N[C@H](C)C1=CC=C(C(=O)NC2=C3C(=NC=C2)NC=C3)C=C1